CC(C(C1=NC=CC=C1C)N1C=CC2=CC=CC(=C12)C)(C)C N-(2,2-dimethyl-1-(3-methylpyridin-2-yl)propyl)-7-methyl-1H-indole